OC1=CC=C(C=C1)C=CC(=O)C1=C(C=CC=C1)OC 3-(4-Hydroxyphenyl)-1-(2-methoxyphenyl)prop-2-en-1-one